FC=1C=C(C#N)C=CC1N1CCN(CC1)CCCC=1NC(C2=CC(=CC(=C2C1)C)F)=O 3-fluoro-4-(4-(3-(7-fluoro-5-methyl-1-oxo-1,2-dihydroisoquinolin-3-yl)propyl)piperazin-1-yl)benzonitrile